tert-butyl (2S,5S)-5-(((tert-butyldiphenylsilyl)oxy)methyl)-2-((2-(3,5-di-chloro-6-methylpyridin-2-yl)propan-2-yl)carbamoyl)morpholine-4-carboxylate [Si](C1=CC=CC=C1)(C1=CC=CC=C1)(C(C)(C)C)OC[C@@H]1CO[C@@H](CN1C(=O)OC(C)(C)C)C(NC(C)(C)C1=NC(=C(C=C1Cl)Cl)C)=O